SCC1=C(C=C(C(=C1)CS)CS)CS 1,2,4,5-tetra(mercaptomethyl)benzene